FC1=C(C=CC(=C1)C(F)(F)F)C1N(CCCC1=O)C(=O)OC(C)(C)C tert-butyl 2-(2-fluoro-4-(trifluoromethyl)phenyl)-3-oxopiperidine-1-carboxylate